7-(4-chloropyridin-2-yl)-5-iodo-4-methoxy-7H-pyrrolo[2,3-d]pyrimidine ClC1=CC(=NC=C1)N1C=C(C2=C1N=CN=C2OC)I